C1(CC(CCCC1)=O)=O Cycloheptane-1,3-dione